(E)-11-hexadecenyl acetate C(C)(=O)OCCCCCCCCCC\C=C\CCCC